(4aR,8aS)-6-[3-[(2-chloro-4-fluoro-phenoxy)methyl]-8-azabicyclo[3.2.1]octane-8-carbonyl]-4,4a,5,7,8,8a-hexahydropyrido[4,3-b][1,4]oxazin-3-one ClC1=C(OCC2CC3CCC(C2)N3C(=O)N3C[C@@H]2[C@@H](OCC(N2)=O)CC3)C=CC(=C1)F